2-(4-Cyclopropyl-2-fluoroanilino)-3,4-difluoro-5-[[3-fluoro-2-[(1-methylcyclobutyl)sulfamoylamino]pyridin-4-yl]methyl]-N-methoxybenzamide tert-butyl-(S)-2-aminohexanoate C(C)(C)(C)OC([C@H](CCCC)N)=O.C1(CC1)C1=CC(=C(NC2=C(C(=O)NOC)C=C(C(=C2F)F)CC2=C(C(=NC=C2)NS(NC2(CCC2)C)(=O)=O)F)C=C1)F